OC[C@H](C)N1C=NC2=C(C1=O)C=C(N=C2C=2C=NC=CC2)C2=NC=CC=C2 (S)-3-(1-hydroxy-prop-2-yl)-6-(pyridin-2-yl)-8-(pyridin-3-yl)pyrido[3,4-d]pyrimidin-4(3H)-one